octadec-9,12-dien-1-yloxypropan-2-amine C(CCCCCCCC=CCC=CCCCCC)OCC(C)N